O1C(CCC1)C1=NOC(C1)(C(=O)N[C@H]1COC(=C1)C(NS(=O)(=O)C)=O)C=C 3-(3,5-dihydrofuranyl)-N-[(3R)-5-(methylsulfonylcarbamoyl)-2,3-dihydrofuran-3-yl]-5-vinyl-4H-isoxazole-5-carboxamide